ClC1=C(C=C(C=C1OC)OC)C1=CC2=C(N=C(N=C2)NC2=CC(=CC=C2)N2C[C@@H]3N(CC2)CCC3)N3C1=NN=C3 (R)-6-(2-chloro-3,5-dimethoxyphenyl)-N-(3-(hexahydropyrrolo[1,2-a]pyrazin-2(1H)-yl)phenyl)-[1,2,4]triazolo[4',3':1,6]pyrido[2,3-d]pyrimidin-2-amine